5-fluoro-N-hydroxy-6-(((1-phenylcyclopropyl)amino)methyl)nicotinamide FC=1C(=NC=C(C(=O)NO)C1)CNC1(CC1)C1=CC=CC=C1